6-chloro-5-fluorospiro[benzo[d][1,3]oxazine-4,3'-piperidin]-2(1H)-one ClC1=C(C2=C(NC(OC23CNCCC3)=O)C=C1)F